(S)-2-methyl-2H-1,2,3-triazole CN1N=CC=N1